2-chloro-6-methyl-4-(1-methyl-6-oxo-1,6-dihydro-[3,3'-bipyridin]-4-yl)-1-tosyl-1,6-dihydro-7H-pyrrolo[2,3-c]pyridin-7-one ClC1=CC2=C(C(N(C=C2C=2C(=CN(C(C2)=O)C)C=2C=NC=CC2)C)=O)N1S(=O)(=O)C1=CC=C(C)C=C1